CS(=O)(=O)OCC1=CC=C2C(=CN(C2=C1)COCC[Si](C)(C)C)C1=NC(=NC=C1C(F)(F)F)N[C@@H]1CN(CCC1)C(=O)OC(C)(C)C tert-butyl (3S)-3-[[4-[6-(methylsulfonyloxymethyl)-1-(2-trimethylsilylethoxymethyl)indol-3-yl]-5-(trifluoromethyl)pyrimidin-2-yl]amino]piperidine-1-carboxylate